C(C)(C)(C)OC([C@H](CC1=CC=C(C=C1)OCCOCCOCC)N1CCNCCNCCNCC1)=O.COC1=CC=C(C=C1)C1=CN=CO1 5-(4-methoxyphenyl)oxazole tert-butyl-(2S)-3-{4-[2-(2-ethoxyethoxy)ethoxy]phenyl}-2-(1,4,7,10-tetraazacyclododecan-1-yl)propanoate